CS(=O)(=O)[O-].C(CCCCCCCC)[NH+]1CC(CC1)CC 1-Nonyl-3-ethylpyrrolidinium methansulfonat